ClC1=C(C=2N=C(N=C(C2C=N1)N1C[C@@](CCC1)(O)C)OCC1(CC1)CO)F (3R)-1-[7-chloro-8-fluoro-2-[[1-(hydroxymethyl)cyclopropyl]methoxy]pyrido[4,3-d]pyrimidin-4-yl]-3-methyl-piperidin-3-ol